carbon nitrogen phosphorus [P].[N].[C]